ClC1=CC2=C(N(C=N2)[C@H]2[C@H](O)[C@H](O)[C@H](O2)CO)C=C1Cl 5,6-dichloro-1β-D-ribofuranosylbenzimidazole